3-(5-cyclopropyl-3-ethylsulfonyl-2-pyridyl)-8-(2,2,3,3,3-penta-fluoropropoxy)imidazo[1,5-a]pyridine C1(CC1)C=1C=C(C(=NC1)C1=NC=C2N1C=CC=C2OCC(C(F)(F)F)(F)F)S(=O)(=O)CC